C(C)(C)(C)N(C(O)=O)C1=CC(=CC=C1)S(=O)(=O)C(C(F)(F)F)(C)C.OCCC1=CC2=C(N=C(N=C2)NC2=CC=C(C=N2)N2C(CNCC2)=O)C(=N1)N1CCCCC1 1-[6-[[6-(2-hydroxyethyl)-8-piperidin-1-ylpyrido[3,4-d]pyrimidin-2-yl]amino]pyridin-3-yl]piperazin-2-one tert-butyl(3-((1,1,1-trifluoro-2-methylpropan-2-yl)sulfonyl)phenyl)carbamate